CNC=1N=CC2=C(N1)N1C(C(=C2)OC2=CC=C(C=C2)NC(C2=NC=CC(=C2)C(F)(F)F)=O)=NCC1 N-(4-((2-(methylamino)-8,9-dihydroimidazo[1',2':1,6]pyrido[2,3-d]pyrimidin-6-yl)oxy)phenyl)-4-(trifluoromethyl)picolinamide